C[C@@H]1CCOC2=CC(=CC=C12)N1CCNCC1 (3R,4R)-4-methyl-7-(piperazin-1-yl)chroman